CC1(CC(CC(O1)=O)=O)C 6,6-dimethyldihydro-2H-pyran-2,4(3H)-dione